FC(CN1N=NC2=C1C=C(C=C2)C2=CNC=1N=C(N=C(C12)OC)NC1CCC(CC1)(O)C)F (1r,4r)-4-((5-(1-(2,2-difluoroethyl)-1H-benzo[d][1,2,3]triazol-6-yl)-4-methoxy-7H-pyrrolo[2,3-d]pyrimidin-2-yl)amino)-1-methylcyclohexan-1-ol